4-benzyl-6-methoxy-5-oxopyrazine-2-carboxylic acid C(C1=CC=CC=C1)N1C=C(N=C(C1=O)OC)C(=O)O